butyl 2-(5-(((R)-1-(dibenzo[b,d]furan-2-yl)ethyl)amino)-2-(methylsulfinyl)-6-oxopyrimidin-1(6H)-yl)acetate C1=C(C=CC=2OC3=C(C21)C=CC=C3)[C@@H](C)NC3=CN=C(N(C3=O)CC(=O)OCCCC)S(=O)C